ethyl 3,4,5-triacetoxybenzoate C(C)(=O)OC=1C=C(C(=O)OCC)C=C(C1OC(C)=O)OC(C)=O